((S)-6,7-dichloro-1-methyl-1,3,4,5-tetrahydro-2H-pyrido[4,3-b]indol-2-yl)(5-((S)-7,7-difluorohexahydropyrrolo[1,2-a]pyrazin-2(1H)-yl)pyrimidin-2-yl)methanone ClC1=C(C=CC=2C3=C(NC12)CCN([C@H]3C)C(=O)C3=NC=C(C=N3)N3C[C@H]1N(CC3)CC(C1)(F)F)Cl